N12C=CCN=C2NCCC1 1,5,7-triazabicyclo[4.4.0]decene-5-ene